C(C)(C)(C)OC(=O)N1CCC2(CC(C2)N2CCN(CC2)C(=O)OCC2=CC=CC=C2)CC1 2-(4-((benzyloxy)carbonyl)piperazin-1-yl)-7-azaspiro[3.5]nonane-7-carboxylic acid tert-butyl ester